O1CCN(CC1)C1=CC=C(C=N1)COC1=CC=C(C=C1)C=1C=C(C(NC1C(F)(F)F)=O)C(=O)N 5-(4-((6-morpholinopyridin-3-yl)methoxy)phenyl)-2-oxo-6-(trifluoromethyl)-1,2-dihydropyridine-3-carboxamide